N-((5-chloro-6-(isoindolin-2-yl)-1H-indol-2-yl)methyl)acetamide ClC=1C=C2C=C(NC2=CC1N1CC2=CC=CC=C2C1)CNC(C)=O